C(C1=CC=CC=C1)OC=1C=C(C(=NC1)N)OC(C)C1=C(C(=CC=C1F)F)Cl 5-benzyloxy-3-[1-(2-chloro-3,6-difluoro-phenyl)-ethoxy]-pyridin-2-ylamine